N-((4-(4-(imidazo[1,2-b]pyridazin-3-yl)pyridin-2-yl)morpholin-2-yl)methyl)methanesulfonamide N=1C=C(N2N=CC=CC21)C2=CC(=NC=C2)N2CC(OCC2)CNS(=O)(=O)C